(2-((3,5-dimethylphenoxy)methyl)-5-fluorophenyl)triethoxysilane CC=1C=C(OCC2=C(C=C(C=C2)F)[Si](OCC)(OCC)OCC)C=C(C1)C